C(C1=CC=CC=C1)SC1=CC(=NC=C1C1=C(C=CC=C1)Cl)OC 4-(benzylthio)-5-(2-chlorophenyl)-2-methoxypyridine